O1C=CC2=C1C=CC=C2N2/C(/SCC2=O)=N/C(=O)NC2=C(C=C(C=C2)C2=NN(C=N2)C2=CC=C(C=C2)OC(C(F)(F)F)(F)F)C (Z)-1-(3-(Benzofuran-4-yl)-4-oxothiazolidin-2-ylidene)-3-(2-methyl-4-(1-(4-(perfluoroethoxy)phenyl)-1H-1,2,4-triazol-3-yl)phenyl)urea